((4-methyl-3-(pyridin-2-yloxy)phenyl)carbamoyl)bicyclo[1.1.1]pentane-1-carboxamide CC1=C(C=C(C=C1)NC(=O)C1C2(CC1C2)C(=O)N)OC2=NC=CC=C2